(1R,2S,5S)-N-{(2S)-4-(2,5-difluorophenoxy)-3-oxo-1-[(3S)-2-oxopyrrolidin-3-yl]butan-2-yl}-6,6-dimethyl-3-[N-(trifluoroacetyl)-L-valyl]-3-azabicyclo[3.1.0]hexane-2-carboxamide FC1=C(OCC([C@H](C[C@H]2C(NCC2)=O)NC(=O)[C@@H]2[C@H]3C([C@H]3CN2C([C@@H](NC(C(F)(F)F)=O)C(C)C)=O)(C)C)=O)C=C(C=C1)F